COC1=CC=C(C=N1)N1N=CN=C1CNC(=O)NCC1=NC=NN1C=1C=NC(=CC1)OC 1,3-bis({[1-(6-methoxypyridin-3-yl)-1H-1,2,4-triazol-5-yl]methyl})urea